BrC1=NN(C=N1)CC(C)(O)C 1-(3-bromo-1H-1,2,4-triazol-1-yl)-2-methylpropan-2-ol